(S)-4-((1-(5-(2-aminopyrimidin-5-yl)-4-oxo-3-phenyl-3,4-dihydroquinazolin-2-yl)butyl)amino)quinazoline-6-carbonitrile NC1=NC=C(C=N1)C1=C2C(N(C(=NC2=CC=C1)[C@H](CCC)NC1=NC=NC2=CC=C(C=C12)C#N)C1=CC=CC=C1)=O